C1(=CC=CC=C1)C=1C=C(C(=CC1)C1=CC=CC=C1)C1=CC=CC=2C3=CC=CC=C3NC12 3,6-diphenylphenylcarbazole